FC(C1=NN=C(O1)C1=CN=C(S1)CN(S(=O)(=O)CC)C=1C=NC(=CC1)F)F N-((5-(5-(difluoromethyl)-1,3,4-oxadiazol-2-yl)thiazol-2-yl)methyl)-N-(6-fluoropyridin-3-yl)ethanesulfonamide